CC[C@H](C(/C=C/C=C/C=C\\C/C=C\\C/C=C\\CCCC(=O)O)O)O The molecule is a member of the class of resolvins that is (5Z,8Z,11Z,13E,15E)-icosapentaenoic acid which is substituted at positions 17 and 18 by hydroxy groups (the 17,18R) stereoisomer). It has a role as an anti-inflammatory agent. It is a diol, a resolvin, a secondary allylic alcohol and a hydroxy polyunsaturated fatty acid.